[C@H]12N(CC[C@H](OC1)C2)C2=NC=CC(=N2)NC=2N=CC1=C(C=C(C(=C1C2)C(C)C)NC(C=C)=O)N2[C@@H]([C@H](C2)CS(=O)(=O)C)C N-(3-((2-((1R,5S)-6-oxa-2-azabicyclo[3.2.1]octan-2-yl)pyrimidin-4-yl)amino)-5-isopropyl-8-((2R,3S)-2-methyl-3-((methylsulfonyl)methyl)azetidin-1-yl)isoquinolin-6-yl)acrylamide